C(C)C1=C2C(=CC(=CC2=CC=C1F)O)C1=C(C=2N=C(N=C(C2C=N1)N1CCOC[C@H](C1)OC)OC[C@]12CCCN2C[C@@H](C1)F)F 5-ethyl-6-fluoro-4-(8-fluoro-2-(((2R,7aS)-2-fluorotetrahydro-1H-pyrrolizin-7a(5H)-yl)methoxy)-4-((S)-6-methoxy-1,4-oxazepan-4-yl)pyrido[4,3-d]pyrimidin-7-yl)naphthalen-2-ol